1-(2-fluoro-4-pyrazol-1-ylphenyl)-5-methoxy-3-(2-phenylpyrazol-3-yl)pyridazin-4-one FC1=C(C=CC(=C1)N1N=CC=C1)N1N=C(C(C(=C1)OC)=O)C=1N(N=CC1)C1=CC=CC=C1